N,3-dimethyl-cyclobutanecarboxamide CNC(=O)C1CC(C1)C